n-methyl-2-(4-{1-[5-(pyridin-4-yl)-1H-pyrazole-3-carbonyl]piperidine-4-carbonyl}piperazin-1-yl)acetamide CNC(CN1CCN(CC1)C(=O)C1CCN(CC1)C(=O)C1=NNC(=C1)C1=CC=NC=C1)=O